(R)-4-(3H-[1,2,3]triazolo[4,5-b]pyridin-3-yl)-2-fluoro-N-(6-fluoro-8-methylisoquinolin-1-yl)-N-(piperidin-3-yl)benzamide N1=NN(C2=NC=CC=C21)C2=CC(=C(C(=O)N([C@H]1CNCCC1)C1=NC=CC3=CC(=CC(=C13)C)F)C=C2)F